CC(C(=O)OC=1C(=NN(C(C1C1=C(C(=CC=C1F)Cl)CCC=1C=NC(=CC1)C(F)(F)F)=O)C)C)C [5-[3-chloro-6-fluoro-2-[2-[6-(trifluoromethyl)-3-pyridyl]ethyl]phenyl]-1,3-dimethyl-6-oxo-pyridazin-4-yl] 2-methylpropanoate